8-(4-(cyclohexyloxy)-6-(1H-pyrazol-1-yl)-1,3,5-triazin-2-yl)-2-oxa-5,8-diazaspiro[3.5]nonane C1(CCCCC1)OC1=NC(=NC(=N1)N1N=CC=C1)N1CCNC2(COC2)C1